COC(=CC(=O)OC)C methyl 3-methoxy-but-2-enoate